O=S1(C(CCC1)CC=1C=CC(=NC1)C#N)=O 5-((1,1-dioxotetrahydrothiophen-2-yl)methyl)cyanopyridine